dioxonan O1OCCCCCCC1